O=C(CP(OC)(OC)=O)C#CCC Dimethyl (2-oxohex-3-yn-1-yl)phosphonate